N-(cyanomethyl)-N-(3-oxo-3-phenylpropyl)benzamide C(#N)CN(C(C1=CC=CC=C1)=O)CCC(C1=CC=CC=C1)=O